6-(1-Isopropyl-1H-pyrazol-3-yl)-N-((1S,3R)-3-methoxycyclopentyl)-2-(1-methyl-1H-imidazol-2-yl)-5-phenylthieno[2,3-d]pyrimidin-4-amine C(C)(C)N1N=C(C=C1)C1=C(C2=C(N=C(N=C2N[C@@H]2C[C@@H](CC2)OC)C=2N(C=CN2)C)S1)C1=CC=CC=C1